4-(phenoxymethyl)-1H-1,2,3-triazole O(C1=CC=CC=C1)CC=1N=NNC1